NC1=C(N(CC)CC)C=CC(=C1)C(F)(F)F amino-4-tri-fluoromethyl-N,N-diethyl-aniline